C1(CCCC1)OCCO 2-(cyclopentyloxy)ethanol